COC1=CC=C(CN2C(C3(C4=NC(=CC=C42)C)CN(CC3)C(=O)OC(C)(C)C)=O)C=C1 tert-butyl 1'-(4-methoxybenzyl)-5'-methyl-2'-oxo-1',2'-dihydrospiro[pyrrolidine-3,3'-pyrrolo[3,2-b]pyridine]-1-carboxylate